Cl.N[C@H](C)C1=C(C=CC(=C1)F)O (R)-2-(1-aminoethyl)-4-fluorophenol hydrochloride